tert-butyl-(6'-acetamido-5-(3-oxomorpholino)-[2,3'-bipyridine]) C(C)(C)(C)C=1C(=NC=C(C1)N1C(COCC1)=O)C=1C=NC(=CC1)NC(C)=O